(S)-N-ethyl-2-aminomethylpyrrolidine C(C)N1[C@@H](CCC1)CN